C(#N)C(C)(C)C=1C=CC=2N(C1)N=C(C2SCC)NC(OC(C)(C)C)=O tert-butyl N-[6-(1-cyano-1-methyl-ethyl)-3-ethylsulfanyl-pyrazolo[1,5-a]pyridin-2-yl]carbamate